N1(CCNCC1)C(N)=S piperazine-1-thioamide